benzyl-4-hydroxypiperidin C(C1=CC=CC=C1)N1CCC(CC1)O